benzyl{(5S)-5-[(tert-butoxycarbonyl)amino]-6-[(4-nitrobenzyl) (2-thienylmethyl)amino]-6-oxohexyl}carbamate C(C1=CC=CC=C1)OC(NCCCC[C@@H](C(=O)N(CC=1SC=CC1)CC1=CC=C(C=C1)[N+](=O)[O-])NC(=O)OC(C)(C)C)=O